S(=O)(=O)([O-])[O-].C(CCCCCCC)[NH+](CCCCCCCC)CCCCCCCC.C(CCCCCCC)[NH+](CCCCCCCC)CCCCCCCC tri-n-octylammonium sulfate